(2-bromo-6-chloro-4-(methoxymethoxy)phenyl)methanol BrC1=C(C(=CC(=C1)OCOC)Cl)CO